(S)-6-(5-(3,5-Dimethylisoxazol-4-yl)-1-((R)-2-methyl-4,5,6,7-tetrahydrobenzo[d]thiazol-6-yl)-1H-benzo[d]imidazol-2-yl)-1-(4-amino-3-fluorophenyl)-piperidin-2-one CC1=NOC(=C1C1=CC2=C(N(C(=N2)[C@@H]2CCCC(N2C2=CC(=C(C=C2)N)F)=O)[C@H]2CC3=C(N=C(S3)C)CC2)C=C1)C